The molecule is a nucleoside 3',5'-cyclic phosphate that is cGMP in which the nitrogen atom at position 7 on the purine fragment is replaced by a methine (C-H) group It is a nucleoside 3',5'-cyclic phosphate, a ribonucleotide and a N-glycosylpyrrolopyrimidine. It derives from a tubercidin. C1[C@@H]2[C@H]([C@H]([C@@H](O2)N3C=CC4=C3N=C(NC4=O)N)O)OP(=O)(O1)O